OC(CC=1SC(=CN1)C1=NC(=NC=C1C(F)(F)F)NC1CCN(CC1)S(=O)(=O)CCCN1CCC(CC1)C#N)(C)C 1-(3-((4-((4-(2-(2-hydroxy-2-methylpropyl)thiazol-5-yl)-5-(trifluoromethyl)pyrimidin-2-yl)amino)piperidin-1-yl)sulfonyl)propyl)piperidine-4-carbonitrile